N1=CC=C2N1C=C(C=C2)C=2C=C1CCCC1=CC2 5-(pyrazolo[1,5-a]pyridin-6-yl)-2,3-dihydro-1H-inden